C(C1=CC=CC=C1)OC1=CC=C(C=C1)OCC1=CC=CC=C1 1,4-bis(benzyloxy)benzene